2-((S)-1-acryloyl-4-(2-(((S)-1-methylpyrrolidin-2-yl)methoxy)-6-(naphthalen-2-ylmethyl)-6,7-dihydro-5H-pyrrolo[3,4-d]pyrimidin-4-yl)piperazin-2-yl)acetonitrile C(C=C)(=O)N1[C@H](CN(CC1)C=1C2=C(N=C(N1)OC[C@H]1N(CCC1)C)CN(C2)CC2=CC1=CC=CC=C1C=C2)CC#N